C(C)(C)(C)OC(=O)N1CCC2(C(N3C(O2)C(CC3C3=CC=CC=C3)O)=O)CC1 7'-hydroxy-3'-oxo-5'-phenyltetrahydro-3'h-spiro[piperidine-4,2'-pyrrolo[2,1-b]oxazole]-1-carboxylic acid tert-butyl ester